1-(3,3-difluorocyclobutyl)-3-(3-(difluoromethoxy)phenyl)-N-(3-methyl-1,1-dioxidothietan-3-yl)-1H-pyrazolo[4,3-b]pyridine-6-carboxamide FC1(CC(C1)N1N=C(C2=NC=C(C=C21)C(=O)NC2(CS(C2)(=O)=O)C)C2=CC(=CC=C2)OC(F)F)F